CC1=CC(NN=C1C1=NC=CC=C1)=O 5-methyl-6-(pyridin-2-yl)pyridazin-3(2H)-one